(3S)-N-(3-{[2-(2-fluorophenyl)-4-[(methylamino)methyl]-1H-pyrrol-1-yl]sulfonyl}phenyl)-3-methoxypyrrolidine-1-sulfonamide trifluoroacetate salt FC(C(=O)O)(F)F.FC1=C(C=CC=C1)C=1N(C=C(C1)CNC)S(=O)(=O)C=1C=C(C=CC1)NS(=O)(=O)N1C[C@H](CC1)OC